CC1=CC(=NN1C=1C=C2C=CN(C2=CC1)CC1=CC=C(C=C1)C=1C=C2CC(NC2=CC1)=O)C(=O)N 5-methyl-1-(1-(4-(2-oxoindolin-5-yl)benzyl)-1H-indol-5-yl)-1H-pyrazole-3-carboxamide